((1R,2R)-6,7-difluoro-2-hydroxy-4,4-dimethyl-1,2,3,4-tetrahydronaphthalen-1-yl)-3-(2'-(hydroxymethyl)-3-methyl-6-phenyl-[2,4'-bipyridin]-5-yl)urea FC=1C=C2C(C[C@H]([C@@H](C2=CC1F)NC(=O)NC=1C=C(C(=NC1C1=CC=CC=C1)C1=CC(=NC=C1)CO)C)O)(C)C